[Cl-].[Cl-].[Mg+2] MAGNESIUM DICHLORID